(R)-(6-fluoro-1'-(3-iodo-1-((2-(trimethylsilyl)ethoxy)methyl)-1H-pyrazolo[4,3-b]Pyrazin-6-yl)-3H-spiro[benzofuran-2,4'-piperidine]-3-yl)carbamic acid tert-butyl ester C(C)(C)(C)OC(N[C@@H]1C2=C(OC13CCN(CC3)C=3N=C1C(=NC3)C(=NN1COCC[Si](C)(C)C)I)C=C(C=C2)F)=O